Bis(4-aminophenyl) Sulfone NC1=CC=C(C=C1)S(=O)(=O)C1=CC=C(C=C1)N